COC(=O)C=1SC=C2NC(N(C(C21)=O)C2=C(C=C(C(=C2)C(=O)N2C=CC1=CC=CC=C21)OC)F)=O 3-{2-fluoro-5-[(indol-1-yl)carbonyl]-4-methoxyphenyl}-2,4-dioxo-1H-thieno[3,4-d]pyrimidine-5-carboxylic acid methyl ester